CC(CCNC1=CC(=CC=C1)N)(C)C N-(3,3-dimethylbutyl)benzene-1,3-diamine